ClC1=CC=C2C(=CC(=NC2=C1Cl)N(CCC(=O)OC(C)(C)C)C)C=1C=NNC1 tert-butyl 3-((7,8-dichloro-4-(1H-pyrazol-4-yl)quinolin-2-yl)(methyl)amino)propanoate